3-(2-(5-(4-hydroxybenzylidene)-3-(3-trifluoromethylphenyl)-4-oxothiazolidin-2-ylidene)hydrazono)-5-fluoro-1H-indol-2-one OC1=CC=C(C=C2C(N(C(S2)=NN=C2C(NC3=CC=C(C=C23)F)=O)C2=CC(=CC=C2)C(F)(F)F)=O)C=C1